caprolactone-d C1(CCCCC(O1)[2H])=O